CC1CN(CC(O1)C)CCCCCCCCCCCC=CC 1-(2,6-dimethylmorpholin-4-yl)tetradec-12-en